(1H-indol-3-yl)-4-(pyridin-2-yl)piperazine-1-carboxamide N1C=C(C2=CC=CC=C12)C1N(CCN(C1)C1=NC=CC=C1)C(=O)N